ClC=1SC(=C(N1)C(F)(F)F)C(=O)O 2-chloro-4-(trifluoromethyl)thiazole-5-carboxylic acid